ClC1=C([13C](=O)O)C=CC=C1 chlorobenzoic acid-13C